7-[4-(diethylamino)-2-methylphenyl]-7-(1-ethyl-2-methyl-1H-indol-3-yl)-furo[3,4-b]pyridin-5(7H)-one C(C)N(C1=CC(=C(C=C1)C1(OC(C=2C1=NC=CC2)=O)C2=C(N(C1=CC=CC=C21)CC)C)C)CC